CN(C)CCCN(CCN(CCO)CCO)CCCN(C)C N,N-bis(dimethylaminopropyl)-N',N'-bis(hydroxyethyl)ethylenediamine